Cl.Cl.Cl.Cl.NC=1C=C(C=CC1N)C1=CC(=C(N)C=C1)N 3,3'-diaminobenzidine tetrahydrochloride